6-((3-(3-Chloro-2-methylphenyl)-1-(2-fluoroacryloyl)azetidin-3-yl)amino)-3,3-dimethylindolin-2-one ClC=1C(=C(C=CC1)C1(CN(C1)C(C(=C)F)=O)NC1=CC=C2C(C(NC2=C1)=O)(C)C)C